COC(=O)C1CCC(CC1)N1N=C(C(=C1)[N+](=O)[O-])C(F)F (1R,4R)-4-(3-(difluoromethyl)-4-nitro-1H-pyrazol-1-yl)cyclohexane-1-carboxylic acid methyl ester